ClC1=CC=C(C=C1)[C@@]1(N(C(C2=CC(=CC(=C12)F)C(CC)(C=1N=CSC1)O)=O)CC1=CC=C(C=N1)C#N)OCCO 6-{[(1R)-1-(4-Chlorophenyl)-7-fluoro-5-[1-hydroxy-1-(1,3-thiazol-4-yl)propyl]-1-(2-hydroxyethoxy)-3-oxo-2,3-dihydro-1H-isoindol-2-yl]methyl}pyridin-3-carbonitril